C1(=C(C(=C(C2=CC=CC=C12)C(=O)O)C(=O)O)C(O)=N)C(O)=N naphthalenetetracarboxylic acid diimine